(4-amino-7-fluoroimidazo[1,5-a]quinoxalin-8-yl)((2S,4aS,9aR)-7-bromo-8-fluoro-2-methyl-2,3,9,9a-tetrahydroindeno[2,1-b][1,4]oxazin-4(4aH)-yl)methanone NC=1C=2N(C3=CC(=C(C=C3N1)F)C(=O)N1[C@@H]3[C@H](O[C@H](C1)C)CC=1C(=C(C=CC13)Br)F)C=NC2